6-(methoxymethoxy)-5'-methyl-4-pentyl-1',2',3',4'-tetrahydro-[1,1'-biphenyl]-2-ol COCOC=1C=C(C=C(C1C1CCCC(=C1)C)O)CCCCC